FC(C1=CC=C(OC=2C=CC(=C(C2)NC(=O)C2N(C(CC2)=O)C)OC)C=C1)F N-(5-(4-(Difluoromethyl)phenoxy)-2-methoxyphenyl)-1-methyl-5-oxo-pyrrolidine-2-carboxamide